(2S,4R)-1-[(2S)-2-amino-3,3-dimethylbutyryl]-4-hydroxy-N-{[4-(4-methyl-1,3-thiazol-5-yl)phenyl]methyl}pyrrolidine-2-carboxamide hydrochloride Cl.N[C@H](C(=O)N1[C@@H](C[C@H](C1)O)C(=O)NCC1=CC=C(C=C1)C1=C(N=CS1)C)C(C)(C)C